C(CC(O)(C(=O)O)CC(=O)O)(=O)O.C1(CC1)COC[C@]1(CN(CC1)C(C)(C)C=1C=CC(=NC1)C)CCC=1SC(=CC1)F |o1:19| (R or S)-5-(2-(3-((cyclopropyl-methoxy)methyl)-3-(2-(5-fluorothiophen-2-yl)ethyl)pyrrolidin-1-yl)propan-2-yl)-2-methylpyridine citrate